3-(bis(2-methoxyethyl)amino)-1-phenylpropan-1-one COCCN(CCC(=O)C1=CC=CC=C1)CCOC